tert-butyl rac-(1R,4S,6R)-6-amino-2-azabicyclo[2.2.2]octane-2-carboxylate N[C@@H]1C[C@H]2CN([C@@H]1CC2)C(=O)OC(C)(C)C |r|